ClC1=C(C=CC(=C1)Cl)[C@H]1S\C(\SC1)=C(/C#N)\N1C=NC=C1 (2E)-2-[(4R)-4-(2,4-dichlorophenyl)-1,3-dithiacyclopentane-2-ylidene]-2-imidazol-1-ylacetonitrile